(4S,11bR)-4-(2-((R)-(2-Isopropoxyphenyl)(methyl)silyl)phenyl)-4,5-dihydro-3H-dinaphtho[2,1-c:1',2'-e]phosphepine C(C)(C)OC1=C(C=CC=C1)[Si@H](C1=C(C=CC=C1)P1CC2=C(C3=C(C1)C=CC1=CC=CC=C13)C=1C=CC=CC1C=C2)C